tert-Butyl 5-({(4R)-1-[(4,4-difluoro-1-{3-fluoro-4-[(2H3)methoxy]phenyl}cyclohexyl)carbonyl]-4-fluoro-D-prolyl}amino)-1H-pyrazolo[4,3-b]pyridine-1-carboxylate FC1(CCC(CC1)(C1=CC(=C(C=C1)OC([2H])([2H])[2H])F)C(=O)N1[C@H](C[C@H](C1)F)C(=O)NC1=CC=C2C(=N1)C=NN2C(=O)OC(C)(C)C)F